3,4,5-trimethoxyphenylpropionaldehyde COC=1C=C(C=C(C1OC)OC)C(C=O)C